tert-butyl 7-(6-bromo-8-fluoro-1-oxoisoquinolin-2-yl)-4-azaspiro[2.5]octane-4-carboxylate BrC=1C=C2C=CN(C(C2=C(C1)F)=O)C1CCN(C2(CC2)C1)C(=O)OC(C)(C)C